C1(CC1)C1=C(C(=NO1)C1=C(C=CC=C1Cl)Cl)COC1CCN(CC1)C1=CC(=C(C=C1)C1=NOC(N1)=O)F 3-(4-(4-((5-cyclopropyl-3-(2,6-dichlorophenyl)isoxazol-4-yl)methoxy)piperidin-1-yl)-2-fluorophenyl)-1,2,4-oxadiazol-5(4H)-one